1-methyl-2-methanesulfonyl-1H-imidazo[4,5-d]thieno[3,2-b]pyridine CN1C(=NC=2C1=C1C(=NC2)C=CS1)S(=O)(=O)C